ethyl 3-[7-(difluoromethoxy)-1,4-dimethyl-1H-benzotriazol-5-yl]-3-[7-(hydroxymethyl)-2,3-dihydro-1H-inden-5-yl]propanoate FC(OC1=CC(=C(C2=C1N(N=N2)C)C)C(CC(=O)OCC)C=2C=C1CCCC1=C(C2)CO)F